COC1=C(\C=C\2/N=C(OC2=O)C)C=CC=C1 (Z)-4-(2-methoxybenzylidene)-2-methyloxazol-5(4H)-one